2-(tert-butyl) 5-methylisoindoline-2,5-dicarboxylate CC1(CC=2CN(CC2C=C1)C(=O)OC(C)(C)C)C(=O)[O-]